(S)-2-((1-methyl-1H-pyrazolo[3,4-d]pyrimidin-4-yl)amino)-4-((4-(5,6,7,8-tetrahydro-1,8-naphthyridin-2-yl)butyl)(2-(2,2,2-trifluoroethoxy)ethyl)amino)butanoic acid CN1N=CC=2C1=NC=NC2N[C@H](C(=O)O)CCN(CCOCC(F)(F)F)CCCCC2=NC=1NCCCC1C=C2